C(C1=CC=CC=C1)OC1=C(C=CC(=C1)OCC1=CC=CC=C1)C(C)NCC1=C(C(=NC=C1)NC(OC(C)(C)C)=O)F tert-butyl N-{4-[({1-[2,4-bis(benzyloxy)phenyl]ethyl}amino)methyl]-3-fluoropyridin-2-yl}carbamate